[Co](O)O.[Ni].[Fe] Iron nickel cobalt hydroxide